(3,5-dimethylphenyl)t-pentylphosphine bromide [Br-].CC=1C=C(C=C(C1)C)PC(C)(C)CC